(4-hexylphenyl)thiophene-2-carbaldehyde C(CCCCC)C1=CC=C(C=C1)C1=C(SC=C1)C=O